C(C)(C)[Si](C=1OC=CN1)(C(C)C)C(C)C 2-(triisopropylsilyl)-1,3-oxazole